3-amino-N-(4-(N-(5-methylisoxazol-3-yl)sulfamoyl)phenyl)-6-p-tolylpyrazine-2-carboxamide NC=1C(=NC(=CN1)C1=CC=C(C=C1)C)C(=O)NC1=CC=C(C=C1)S(NC1=NOC(=C1)C)(=O)=O